(4-(2-(6-((7R)-7-amino-2-azabicyclo[2.2.1]heptane-2-carbonyl)-3-methylpyrazolo[1,5-a]pyridin-2-yl)-1-(cyclopropylmethyl)-1H-indol-7-yl)piperidin-1-yl)(thien-2-yl)methanone N[C@H]1C2N(CC1CC2)C(=O)C=2C=CC=1N(C2)N=C(C1C)C=1N(C2=C(C=CC=C2C1)C1CCN(CC1)C(=O)C=1SC=CC1)CC1CC1